2,2,7-trifluoro-6-(2,3,4,6-tetrafluorophenyl)-2H-benzo[b][1,4]oxazin-3(4H)-one FC1(C(NC2=C(O1)C=C(C(=C2)C2=C(C(=C(C=C2F)F)F)F)F)=O)F